(R)-((2-(2,5-dimethyl-1H-imidazol-1-yl)-6-(3-methylmorpholino)-pyrimidin-4-yl)imino)-dimethyl-λ6-sulfanone CC=1N(C(=CN1)C)C1=NC(=CC(=N1)N=S(=O)(C)C)N1[C@@H](COCC1)C